C(C)(C)(C)OC(=O)C1=NC(=CC=C1N[C@H](C)C=1C=C(C=C2C(C(=C(OC12)C1=CC=2C(N=C1)=NN(C2)C)C)=O)C)Cl.N2(CCCC2)C2=CC=C(N)C=C2 4-(1-pyrrolidinyl)aniline tert-Butyl-6-chloro-3-[[(1R)-1-[3,6-dimethyl-2-(2-methylpyrazolo[3,4-b]pyridin-5-yl)-4-oxo-chromen-8-yl]ethyl]amino]pyridine-2-carboxylate